FC(C1=NN(C(=C1)C)C1=NC(=CC=C1C(C)O)N1C=NC2=C1C=NC(=C2)NC=2N=NC(=CC2)C)F [2-[3-(difluoromethyl)-5-methyl-pyrazol-1-yl]-6-[6-[(6-methylpyridazin-3-yl)amino]imidazo[4,5-c]pyridin-3-yl]-3-pyridinyl]ethanol